ClC=1C=C2C(=NC(=NC2=C(C1C1=C(C(=CC(=N1)N)C)C(F)(F)F)F)OCC1(CC1)CN1CCC(CC1)(F)F)N1CC2CCC(C1)N2 6-(6-chloro-4-{3,8-diazabicyclo[3.2.1]oct-3-yl}-2-({1-[(4,4-difluoropiperidin-1-yl)methyl]cyclopropyl}methoxy)-8-fluoroquinazolin-7-yl)-4-methyl-5-(trifluoromethyl)pyridin-2-amine